C[C@H]1NC(C2=C(C=3C=4C=CC(=NC4C=CC3S2)C2=C(C=C(C=C2)N2CCNCC2)C)NC1)=O (R)-10-methyl-3-(2-methyl-4-(piperazin-1-yl)phenyl)-9,10,11,12-tetrahydro-8H-[1,4]diazepino[5',6':4,5]thieno[3,2-f]quinolin-8-one